BrC=1C(=NC=C(C1)C)CC(CC(=O)OCC)=O ethyl 4-(3-bromo-5-methylpyridin-2-yl)-3-oxobutanoate